5,8-bis(carboxymethyl)-11-[2-(methylamino)-2-oxoethyl]-3-oxo-2,5,8,11-tetraazatridecan-13-oic acid C(=O)(O)CN(CC(NC)=O)CCN(CCN(CC(=O)O)CC(=O)NC)CC(=O)O